C(C)OC(CC1=C(C(=O)OCC)C=C(C(=C1)OCF)OCF)=O ethyl 2-(2-ethoxy-2-oxoethyl)-4,5-bis(fluoromethoxy)benzoate